ClC=1C(=NC=CC1C1=C(C(=CC=C1)C1=NC(=C(C=C1)CN1CC2(C1)CNC(C2)=O)OC)Cl)C2=CC(=C(CN1CCC(CC1)NC(C)=O)C=C2)OC N-(1-(4-(3-chloro-4-(2-chloro-3-(6-methoxy-5-((7-oxo-2,6-diazaspiro[3.4]octan-2-yl)methyl)pyridin-2-yl)phenyl)pyridin-2-yl)-2-methoxybenzyl)piperidin-4-yl)acetamide